tert-Butyl-[3-{[tert-butyl(dimethyl)silyl]oxy}-2-(hydroxymethyl)propyl] carbamate C(N)(OCC(C(O[Si](C)(C)C(C)(C)C)C(C)(C)C)CO)=O